(S)-6-(7,7-difluoro-2-((2S,3R)-3-hydroxy-2-methylazetidin-1-yl)-6,7-dihydro-5H-cyclopenta[d]pyrimidin-4-yl)-2H-spiro[benzofuran-3,4'-oxazolidin]-2'-one FC1(CCC2=C1N=C(N=C2C2=CC1=C(C=C2)[C@]2(NC(OC2)=O)CO1)N1[C@H]([C@@H](C1)O)C)F